BrC=1C=C(C=CC1)SC1=C(N=NN1CC1=CC=C(C=C1)OC)C(=O)OCC ethyl 5-((3-bromophenyl) thio)-1-(4-methoxybenzyl)-1H-1,2,3-triazole-4-carboxylate